(2R,3R,4S,5R,6S)-2-(acetoxymethyl)-6-((6-ethynylnaphthalen-2-yl)oxy)-tetrahydro-2H-pyran-3,4,5-triyltriacetate C(C)(=O)OC[C@@H]1O[C@H]([C@@H]([C@H]([C@H]1CC(=O)[O-])CC(=O)[O-])CC(=O)[O-])OC1=CC2=CC=C(C=C2C=C1)C#C